NC[C@@H](C(=O)[O-])C (S)-β-aminoisobutyrate